FC1(CCN(CC1)C1=NC=2N(C(=C1)C)N=CC2C(=O)O)F 5-(4,4-difluoropiperidin-1-yl)-7-methylpyrazolo[1,5-a]Pyrimidine-3-carboxylic acid